C1(=CC=CC=C1)C1(COCC1)C=O 3-Phenyltetrahydrofuran-3-carboxaldehyde